L-valine sodium salt [Na+].N[C@@H](C(C)C)C(=O)[O-]